BrC=1C=CC2=C(C=C(S2)C(=O)OCC2=CC=CC=C2)C1 benzyl 5-bromo-1-benzothiophene-2-carboxylate